N-ethyl-2,2-dimethoxy-ethylamine C(C)NCC(OC)OC